(R)-6-(4-(4-isopropyl-3-methylpiperazin-1-yl)phenyl)-1-methyl-2-(4-(methylsulfonyl)phenyl)-1H-pyrrolo[3,2-b]pyridine C(C)(C)N1[C@@H](CN(CC1)C1=CC=C(C=C1)C=1C=C2C(=NC1)C=C(N2C)C2=CC=C(C=C2)S(=O)(=O)C)C